{[(1S,2R,3aS,10aR)-6-bromo-5-fluoro-2-(tetrahydro-2H-pyran-2-yloxy)-2,3,3a,10a-tetrahydro-1H-benzo[b]cyclopenta[f]oxepin-1-yl]methoxy}(dimethyl)(2-methyl-2-propanyl)silane BrC=1C=CC2=C(O[C@@H]3[C@H](C=C2)[C@H]([C@@H](C3)OC3OCCCC3)CO[Si](C(C)(C)C)(C)C)C1F